ClC1=C(C=C(C=C1)F)CC(=O)N1[C@H](C2=CC=CC(=C2C[C@@H]1CO)C=1C=NNC1)C 2-(2-chloro-5-fluorophenyl)-1-((1s,3r)-3-(hydroxymethyl)-1-methyl-5-(1H-pyrazol-4-yl)-3,4-dihydroisoquinolin-2(1H)-yl)ethan-1-one